C1(=CC=CC=C1)/C(=N/O)/C1=NN=NN1C (Z)-(1-methyl-1H-tetrazol-5-yl) (phenyl) ketoxime